FC(C(=O)O)(F)F.C(C)(=O)OCC=1N=NN2C1CN[C@H](C2)C (S)-(6-Methyl-4,5,6,7-tetrahydro-[1,2,3]triazolo[1,5-a]pyrazin-3-yl)methyl acetate trifluoroacetate